COC=1C(=CC2=C(N=C(O2)NC(CC2=CC=C(C=C2)S(=O)(=O)CC)=O)C1)OC N-(5,6-dimethoxy-benzooxazol-2-yl)-2-(4-ethanesulfonyl-phenyl)-acetamide